2-methylsulfanyl-1-[2-[4-(p-tolyl)oxazol-2-yl]-1-piperidyl]ethanone methyl-(Z)-2-azido-3-(3-chloro-2-methoxy-phenyl)prop-2-enoate COC(/C(=C/C1=C(C(=CC=C1)Cl)OC)/N=[N+]=[N-])=O.CSCC(=O)N1C(CCCC1)C=1OC=C(N1)C1=CC=C(C=C1)C